C(C1=CC=CC=C1)S(=O)(=O)C1=CC=C(N)C=C1 4-toluenesulfonylaniline